2-(3-Chlorophenyl)-1-cyclohexyl-2,2-difluoroethyl ((S)-1-(((S)-4-(ethylamino)-3,4-dioxo-1-((S)-2-oxopyrrolidin-3-yl)butan-2-yl)amino)-1-oxo-3-phenylpropan-2-yl)carbamate C(C)NC(C([C@H](C[C@H]1C(NCC1)=O)NC([C@H](CC1=CC=CC=C1)NC(OC(C(F)(F)C1=CC(=CC=C1)Cl)C1CCCCC1)=O)=O)=O)=O